1-hexadecylthiazole chloride [Cl-].C(CCCCCCCCCCCCCCC)S1C=NC=C1